Cis-6-Chloro-3-(4-(3-methyl-5-(1H-pyrazol-4-yl)piperazin-1-yl)pyrimidin-2-yl)imidazo[1,2-a]pyrazine ClC=1N=CC=2N(C1)C(=CN2)C2=NC=CC(=N2)N2C[C@H](N[C@H](C2)C=2C=NNC2)C